(3aS,6R,13aS)-9-hydroxy-N-[(3,5-difluoropyridin-4-yl)methyl]-6-methyl-8,10-dioxo-1,2,3,5,6,8,10,13a-octahydrocyclopenta[b][1,3]oxazolo[3,2-a]pyrido[1,2-d]pyrazine-11-carboxamide OC=1C(C(=CN2[C@@H]3[C@]4(N(C(C21)=O)[C@@H](CO4)C)CCC3)C(=O)NCC3=C(C=NC=C3F)F)=O